2-amino-5-(1-(1-(4,4-difluorocyclohexyl)pyrrolidin-3-yl)-1H-indazol-5-yl)-N-(4-hydroxy-bicyclo[2.2.2]oct-1-yl)nicotinamide NC1=C(C(=O)NC23CCC(CC2)(CC3)O)C=C(C=N1)C=1C=C3C=NN(C3=CC1)C1CN(CC1)C1CCC(CC1)(F)F